(S)-(6-(2-methylpyridin-4-yl)-1,3,4,5-tetrahydrobenzo[c]oxepin-1-yl)methanamine dihydrochloride salt Cl.Cl.CC1=NC=CC(=C1)C1=CC=CC=2[C@H](OCCCC21)CN